CC1N(CCN(C1)C1COC1)C=1C=CC(=NC1)NN1C=C(C=CC1=O)C1=C(C=NC=C1)C=O (5-(2-methyl-4-(oxetan-3-yl)piperazin-1-yl)pyridin-2-yl)amino-6-oxo-1,6-dihydro-[3,4'-bipyridyl]-3'-formaldehyde